4-(8-(((tert-butyldimethylsilyl)oxy)methyl)-2-chloro-9-methyl-9H-purin-6-yl)morpholine [Si](C)(C)(C(C)(C)C)OCC=1N(C2=NC(=NC(=C2N1)N1CCOCC1)Cl)C